CC1=NN2C(N(CCC2)C(CCC(=O)NC2=CC(=NO2)C)=O)=C1 4-(2-methyl-6,7-dihydropyrazolo[1,5-a]pyrimidin-4(5H)-yl)-N-(3-methylisoxazol-5-yl)-4-oxobutanamide